N-(3-amino-2,4-difluorophenyl)acetamide hydrochloride Cl.NC=1C(=C(C=CC1F)NC(C)=O)F